8-cyclopentyl-2-chloro-7(8H)-pteridinone C1(CCCC1)N1C(C=NC=2C=NC(=NC12)Cl)=O